COC(=O)C=1C=CC2=C(N(C(=N2)CN2CCC(CC2)OC2=NC(=CC=C2)COC2=C(C=C(C=C2)Cl)F)C)C1 2-((4-((6-((4-chloro-2-fluorophenoxy)methyl)pyridin-2-yl)oxy)piperidin-1-yl)methyl)-1-methyl-1H-benzo[d]imidazole-6-carboxylic acid methyl ester